bis(2,3-dibromopropyl) fumarate C(\C=C\C(=O)OCC(CBr)Br)(=O)OCC(CBr)Br